N-cyclobutyl-3-[4-(prop-2-enoyl)piperazin-1-yl]pyrazine-2-carboxamide Methyl-3,5-difluoro-4-((7-methoxy-2-oxo-3H-imidazo[4,5-c][1,8]naphthyridin-1-yl)methyl)benzoate COC(C1=CC(=C(C(=C1)F)CN1C(NC=2C=NC=3N=C(C=CC3C21)OC)=O)F)=O.C2(CCC2)NC(=O)C2=NC=CN=C2N2CCN(CC2)C(C=C)=O